3-methylhept-2-en-1-ol CC(=CCO)CCCC